Methyl-(2s,3s,4R)-1-acetyl-2-ethyl-3-methyl-4-(4-phenyl-1H-1,2,3-triazol-1-yl)-1,2,3,4-tetrahydroquinoline-6-carboxylate COC(=O)C=1C=C2[C@@H]([C@H]([C@@H](N(C2=CC1)C(C)=O)CC)C)N1N=NC(=C1)C1=CC=CC=C1